indium sulphide zirconium [Zr].[In]=S